C(C)S(=O)(=O)C1=NN2C(N=CC=C2C2=NC=CC=N2)=C1C=1N=NC(=CC1)OCC(C(F)(F)F)(F)F 2-(ethylsulfonyl)-3-(6-(2,2,3,3,3-pentafluoropropoxy)pyridazin-3-yl)-7-(pyrimidin-2-yl)pyrazolo[1,5-a]pyrimidine